1-methyl-3-(trifluoromethyl)-1H-pyrazole CN1N=C(C=C1)C(F)(F)F